(S)-methyl 3-((((9H-fluoren-9-yl) methoxy) carbonyl) amino)-4-sulfamoylbutanoate C1=CC=CC=2C3=CC=CC=C3C(C12)COC(=O)N[C@@H](CC(=O)OC)CS(N)(=O)=O